5-((4-Allyl-6-fluoro-1-(triisopropylsilyl)-1H-indol-5-yl)oxy)-2-fluorobenzonitrile C(C=C)C1=C2C=CN(C2=CC(=C1OC=1C=CC(=C(C#N)C1)F)F)[Si](C(C)C)(C(C)C)C(C)C